8-Cyclopentyl-N-(3-fluoro-5-(1-(1-oxidothiophen-3-yl)-1H-pyrazol-4-yl)benzyl)-7H-purine-6-carBoxamide C1(CCCC1)C1=NC2=NC=NC(=C2N1)C(=O)NCC1=CC(=CC(=C1)C=1C=NN(C1)C1=CS(C=C1)=O)F